CN(C/C=C/C(=O)C1CC(C1)C(C)(C)OC1=C2C=NNC2=CC(=C1)C1=CC(=C(C=C1)O)F)C (E)-4-(dimethylamino)-1-(3-(2-((6-(3-fluoro-4-hydroxyphenyl)-1H-indazol-4-yl)oxy)propan-2-yl)cyclobutyl)but-2-en-1-one